Ethylene bis(2,3,5,6-tetrafluorobenzoate) FC1=C(C(=O)OCCOC(C2=C(C(=CC(=C2F)F)F)F)=O)C(=C(C=C1F)F)F